(2R)-2-(2-isopropylphenyl)piperazine C(C)(C)C1=C(C=CC=C1)[C@H]1NCCNC1